1-(2-(5-(3,4-difluorophenyl)isoindolin-2-yl)-2-oxoethyl)-1H-1,2,4-triazole-3-carbonitrile FC=1C=C(C=CC1F)C=1C=C2CN(CC2=CC1)C(CN1N=C(N=C1)C#N)=O